OC1=C(C=CC=C1O)CCCCCCCCC(C)=O 10-(2,3-dihydroxyphenyl)decan-2-one